6-fluoro-3-(piperazin-1-yl)benzisoxazole FC1=CC2=C(C(=NO2)N2CCNCC2)C=C1